3-[6-[5-(6-methyl-2-pyridyl)-1H-imidazol-4-yl]-3-quinolyl]-5,6,7,8-tetrahydro-1,6-naphthyridine CC1=CC=CC(=N1)C1=C(N=CN1)C=1C=C2C=C(C=NC2=CC1)C=1C=NC=2CCNCC2C1